C(C=C)(=O)N1CCC2(CC(C2)N2C(C(=CC3=C2N=C(N=C3)NC)C3=C(C(=CC(=C3)OC)OC)Cl)=O)CC1 8-(7-acryloyl-7-azaspiro[3.5]nonan-2-yl)-6-(2-chloro-3,5-dimethoxyphenyl)-2-(methylamino)pyrido[2,3-d]pyrimidin-7(8H)-one